5-butyl-4-((1-(4-fluorobenzyl)-1H-imidazol-5-yl)methyl)-1-(3-(trifluoromethoxy)phenyl)piperazin-2-one C(CCC)C1N(CC(N(C1)C1=CC(=CC=C1)OC(F)(F)F)=O)CC1=CN=CN1CC1=CC=C(C=C1)F